methyl (2S)-2-[[(2S)-2-[(7-chloro-5-methoxy-1H-indole-2-carbonyl)amino]-4,4-dimethyl-pentanoyl]amino]-3-[(3S)-2-oxo-3-piperidyl]propanoate ClC=1C=C(C=C2C=C(NC12)C(=O)N[C@H](C(=O)N[C@H](C(=O)OC)C[C@H]1C(NCCC1)=O)CC(C)(C)C)OC